5-bromo-4-chlorobenzen-d BrC=1C(=CC=C(C1)[2H])Cl